COC1=C(C=CC=C1)C1=NC=CC(=N1)COC1=C(C=CC=C1)C(C(=O)O)C 2-({[2-(2-methoxyphenyl)pyrimidin-4-yl]methoxy}phenyl)propanoic acid